C(CCCCC)OCC[NH+](CC)CC hexoxyethyldiethylammonium